CS(=O)(=O)OCC1=CC(=NO1)C1=CC(=CC=C1)F (3-(3-fluorophenyl)isoxazol-5-yl)methyl methanesulfonate